4-((2-((1S,5R)-1-(Aminomethyl)-3-azabicyclo[3.1.0]hexan-3-yl)-1H-benzo[d]imidazol-1-yl)methyl)benzonitril NC[C@]12CN(C[C@@H]2C1)C1=NC2=C(N1CC1=CC=C(C#N)C=C1)C=CC=C2